NCC1C(C2CCC1C2)CN [3-(aminomethyl)-2-bicyclo[2.2.1]heptanyl]methaneamine